O-mannopyranosyl-serine C1([C@@H](O)[C@@H](O)[C@H](O)[C@H](O1)CO)OC[C@H](N)C(=O)O